6-chloro-1-cyclopropoxy-4-(prop-1-en-2-yl)-2,7-naphthyridine ClC=1C=C2C(=CN=C(C2=CN1)OC1CC1)C(=C)C